ClC=1C=C(C=CC1)CCN1[C@@H](CN[C@@H](C1)COC1=CC=C(C=C1)S(=O)(=O)C)C (2R,5S)-1-[2-(3-chlorophenyl)ethyl]-5-[(4-methylsulfonylphenoxy)methyl]-2-methylpiperazine